1-acetylamino-N-(4-piperidinyl)cyclopropanecarboxamide TFA salt OC(=O)C(F)(F)F.C(C)(=O)NC1(CC1)C(=O)NC1CCNCC1